5-(tetrahydro-2H-pyran-4-yl)furan-2-carboxamide O1CCC(CC1)C1=CC=C(O1)C(=O)N